(3R)-3-(4-chlorophenyl)-2-[(5-chloropyridin-2-yl)methyl]-4-fluoro-6-{1-hydroxy-1-[1-(pyrimidin-2-yl)piperidin-4-yl]ethyl}-3-methoxy-2,3-dihydro-1H-isoindol-1-one ClC1=CC=C(C=C1)[C@@]1(N(C(C2=CC(=CC(=C12)F)C(C)(C1CCN(CC1)C1=NC=CC=N1)O)=O)CC1=NC=C(C=C1)Cl)OC